ClC(Br)Cl Dichloro-bromomethane